9-fluorenediethanol C1(=CC=CC=2C3=CC=CC=C3C(C12)CCO)CCO